24-methylene-cholesterol sulfate S(=O)(=O)(O)O[C@@H]1CC2=CC[C@H]3[C@@H]4CC[C@H]([C@@H](CCC(C(C)C)=C)C)[C@]4(CC[C@@H]3[C@]2(CC1)C)C